7-Phenyl-5-(3-(5-thioxo-4,5-dihydro-1,2,4-oxadiazol-3-yl)phenyl)-1,5-dihydro-2H-naphtho[1,2-b][1,4]diazepine-2,4(3H)-dione triethylamine salt C(C)N(CC)CC.C1(=CC=CC=C1)C1=CC2=C(NC(CC(N2C2=CC(=CC=C2)C2=NOC(N2)=S)=O)=O)C2=CC=CC=C12